FC1=C(C=CC=C1F)C(C#N)O[Si](C)(C)C 2-(2,3-difluorophenyl)-2-((trimethylsilyl)oxy)acetonitrile